2-[1-(2-{5-[1-(oxolan-3-yl)piperidin-4-yl]-1H-indazol-3-yl}pyrimidin-4-yl)-1H-pyrazol-4-yl]ethan-1-ol O1CC(CC1)N1CCC(CC1)C=1C=C2C(=NNC2=CC1)C1=NC=CC(=N1)N1N=CC(=C1)CCO